10-(4-Bromobutyl)-10H-spiro[acridine-9,9'-fluorene] BrCCCCN1C=2C=CC=CC2C2(C3=CC=CC=C3C=3C=CC=CC23)C2=CC=CC=C12